ClC=1C(=C(C=CC1)NCC(=O)N1[C@@H]2CC([C@H]([C@@H]1C(=O)N[C@H](C[C@H]1C(NCC1)=O)\C=C(\S(=O)(=O)C)/F)CC2)(F)F)C (1S,3R,4S)-2-((3-chloro-2-methylphenyl)glycyl)-5,5-difluoro-N-((R,E)-4-fluoro-4-(methylsulfonyl)-1-((S)-2-oxopyrrolidin-3-yl)but-3-en-2-yl)-2-azabicyclo[2.2.2]octane-3-carboxamide